N-benzylsuccinamide C(C1=CC=CC=C1)NC(CCC(=O)N)=O